C1(CC1)C1=CC=C(C=N1)C(=O)NC=1C=NN2C1C(N(CC2)C)=O 6-cyclopropyl-N-{5-methyl-4-oxo-4H,5H,6H,7H-pyrazolo[1,5-a]pyrazin-3-yl}pyridine-3-carboxamide